2-(3-acetoxyphenyl)-1,3-dioxoisoindoline-5-carboxylic acid C(C)(=O)OC=1C=C(C=CC1)N1C(C2=CC=C(C=C2C1=O)C(=O)O)=O